2-(4-bromo-2-(6-azaspiro[2.5]oct-6-yl)phenyl)-5-(2-(4,4-difluoropiperidin-1-yl)-6-methyl-Pyrimidin-4-yl)-1,3,4-thiadiazole BrC1=CC(=C(C=C1)C=1SC(=NN1)C1=NC(=NC(=C1)C)N1CCC(CC1)(F)F)N1CCC2(CC2)CC1